NC1=CC(=C(C=C1)S(=O)(=O)O)N 1,3-diamino-4-benzenesulfonic acid